tert-butyl 3-acetamido-5-(2-(5-(tert-butoxycarbonyl)-5-azaspiro[2.4]heptan-7-yl)ethoxy)-1H-indole-1-carboxylate C(C)(=O)NC1=CN(C2=CC=C(C=C12)OCCC1CN(CC12CC2)C(=O)OC(C)(C)C)C(=O)OC(C)(C)C